3-Methyl-5-(N-(4-(4-(tert-Butoxycarbonyl)piperazin-1-yl)phenyl)-N-phenethylsulfamoyl)benzofuran-2-carboxylic acid ethyl ester C(C)OC(=O)C=1OC2=C(C1C)C=C(C=C2)S(N(CCC2=CC=CC=C2)C2=CC=C(C=C2)N2CCN(CC2)C(=O)OC(C)(C)C)(=O)=O